2-(7-((2S,5R)-2,5-dimethyl-4-((S)-1-(quinoxalin-6-yl)ethyl)piperazin-1-yl)-5-oxo-4,5-dihydro-2H-pyrazolo[4,3-b]pyridin-2-yl)acetonitrile C[C@@H]1N(C[C@H](N(C1)[C@@H](C)C=1C=C2N=CC=NC2=CC1)C)C=1C=2C(NC(C1)=O)=CN(N2)CC#N